N'-(4-fluorophenyl)quinoline-3-carbohydrazide FC1=CC=C(C=C1)NNC(=O)C=1C=NC2=CC=CC=C2C1